CC1(C=[NH+]C=2C=CC3=C(C12)C=CC=C3)C 1,1-dimethyl-1H-benzo[e]indol-3-ium